O[C@H]1[C@@H](CCCC1)NC1=CC(=C(N=N1)C1=NC=C(C=C1O)C(F)(F)F)C 2-(6-(((1r,2r)-2-hydroxycyclohexyl)amino)-4-methylpyridazin-3-yl)-5-(trifluoromethyl)pyridin-3-ol